CP(=O)(C)C1=C(C=CC=C1)NC1=C2NC=NC2=NC(=N1)NC1=CC=C2CCC(NC2=C1)=O 7-((6-((2-(dimethylphosphoryl)phenyl)amino)-7H-purin-2-yl)amino)-3,4-dihydroquinolin-2(1H)-one